ClC=1C=C(C=NC(C(=O)O)CC2=CC=C(C=C2)O)C=C(C1)OC(C1=CC(=CC=C1)C)=O 2-(3-chloro-5-(3-meth-ylbenzoyloxy)benzylideneamino)-3-(4-hydroxyphenyl)propanoic acid